CN1C(CC(CC1(C)C)C(C(=O)OC)CCCCCCCC(=O)[O-])(C)C methyl (1,2,2,6,6-pentamethyl-4-piperidyl)sebacate